C(#N)C=1C(=C(C(=C2C3=C(C(=NN=C3C=3N=NN=NC3C12)C#N)C#N)C#N)C#N)C#N hexacyanohexaazatriphenylene